1-cyclohexyl-4,4-dimethyl-5-oxo-4,5-dihydro-1H-pyrrole-2,3-dicarboxylic acid dimethyl ester COC(=O)C=1N(C(C(C1C(=O)OC)(C)C)=O)C1CCCCC1